C(C)(C)(C)OC(=O)N1[C@@H](CN(CC1)C1=NOC(=C1)C(C(=O)O)C(C)C)C 2-[3-[(3R)-4-tert-butoxycarbonyl-3-methyl-piperazin-1-yl]isoxazol-5-yl]-3-methyl-butanoic acid